FC1(CCCC1)CN1N=CC(=C1)C=1C=CC(=NC1C=1C=CC=2N(C1)N=C(N2)C)C#N 5-(1-((1-fluorocyclopentyl)methyl)-1H-pyrazol-4-yl)-6-(2-methyl-[1,2,4]triazolo[1,5-a]pyridin-6-yl)picolinonitrile